9-methoxy-2,5,11-trimethyl-6H-pyrido[4,3-b]carbazolium iodide CC1=C2C=C[N+](=CC2=C(C3=C1NC4=C3C=C(C=C4)OC)C)C.[I-]